C1(CCCCC1)CN1N=CC(=C1C(=O)NC1=CC(=CC=C1)S(=O)(=O)C)C(F)F 1-(cyclohexylmethyl)-4-(difluoromethyl)-N-(3-(methylsulfonyl)phenyl)-1H-pyrazole-5-carboxamide